Methyl (E)-3-(3-amino-4-hydroxyphenyl)acrylate NC=1C=C(C=CC1O)/C=C/C(=O)OC